nitrodiphenyl-acetylene ethyl-2-(3,5-difluorobenzyl)oxazole-4-carboxylate C(C)OC(=O)C=1N=C(OC1)CC1=CC(=CC(=C1)F)F.[N+](=O)([O-])C1=C(C=CC=C1)C#CC1=CC=CC=C1